1-(5-[(5-chlorothiophen-2-yl)methyl]amino-3-[1-(2,2-dimethylpropanoyl)piperidin-4-yl]-1H-pyrazol-1-yl)-2,2-dimethylpropan-1-one ClC1=CC=C(S1)CNC1=CC(=NN1C(C(C)(C)C)=O)C1CCN(CC1)C(C(C)(C)C)=O